BrCCCCCCO[Si](OC(OCCCCCCCCC1C(C1)CCCCCCCC)CCCCCCC\C=C/C\C=C/CCCCC)(C)C 1-bromo-10-((8Z,11Z)-heptadeca-8,11-dien-1-yl)-8,8-dimethyl-19-(2-octylcyclopropyl)-7,9,11-trioxa-8-silanonadecane